3,3-Dipropyl-1,5-Pentandiol C(CC)C(CCO)(CCO)CCC